O=C1NC(CCC1N1CC2=CC=C(C=C2C1=O)CCNC(OC(C)(C)C)=O)=O tert-butyl (2-(2-(2,6-dioxopiperidin-3-yl)-3-oxoisoindolin-5-yl)ethyl)carbamate